Tri-magnesium dicitrate C(CC(O)(C(=O)[O-])CC(=O)[O-])(=O)[O-].C(CC(O)(C(=O)[O-])CC(=O)[O-])(=O)[O-].[Mg+2].[Mg+2].[Mg+2]